tert-butyl 4-[2-cyano-5-(2-methylprop-1-enyl)-3-pyridyl]piperazine-1-carboxylate C(#N)C1=NC=C(C=C1N1CCN(CC1)C(=O)OC(C)(C)C)C=C(C)C